2-[3-(1,3-Benzothiazol-2-ylamino)-4-methyl-6,7-dihydro-5H-pyrido[2,3-c]pyridazin-8-yl]-5-[3-[2-fluoro-4-(3-pyrrolidin-1-ylprop-1-ynyl)phenoxy]propyl]thiazol S1C(=NC2=C1C=CC=C2)NC2=C(C1=C(N=N2)N(CCC1)C=1SC(=CN1)CCCOC1=C(C=C(C=C1)C#CCN1CCCC1)F)C